C(C)(C)(C)N(C([O-])=O)C=1C=2CCC2C=CC1.CC(C)(C1=CC=CC=C1)N1C=[N+](C=C1)C(C)(C)C1=CC=CC=C1 1,3-bis(1-methyl-1-phenylethyl)imidazolium tert-butyl-bicyclo[4.2.0]oct-1(6),2,4-triene-2-ylcarbamate